C(C)(C)(C)N(C(O)=O)[C@@H](C)C1=C(C=C(C=C1)C1=C(N=CS1)C)F.CC1(CC2=CC=CC=C2)C(C(=C(C(=C1C1=CC(=C(C(=C1)C(C)(C)C)O)C(C)(C)C)C)C1=CC(=C(C(=C1)C(C)(C)C)O)C(C)(C)C)C)C1=CC(=C(C(=C1)C(C)(C)C)O)C(C)(C)C 1,3,5-trimethyl-2,4,6-tris(3,5-di-t-butyl-4-hydroxyphenyl)benzyl-benzene tert-butyl-(S)-(1-(2-fluoro-4-(4-methylthiazol-5-yl)phenyl)ethyl)carbamate